C(C)OC1=C(C=C(C=C1)C1=CC(=C2C(=N1)N=C(N2)C2=CC=C(C=C2)N2CCCCC2)N(C)CC2(CCCC2)COC)C(F)(F)F 1-(4-{5-[4-Ethoxy-3-(trifluoromethyl)phenyl]-7-[{[1-(methoxymethyl)cyclopentyl]methyl}(methyl)amino]-1H-imidazo[4,5-b]pyridin-2-yl}phenyl)piperidin